NC1=C(C=CC(=C1)F)C1=C(C=C(C(=C1)Cl)C(=O)NC1=CC(=C(C=C1)SC)C(F)(F)F)F 2'-Amino-5-chloro-2,4'-difluoro-N-(4-(methylthio)-3-(trifluoromethyl)phenyl)-[1,1'-biphenyl]-4-formamide